C1(CCCCC1)C1=CN=C(S1)C1NCC2CN(CCC21)C#N (5-cyclohexylthiazol-2-yl)octahydro-5H-pyrrolo[3,4-c]pyridine-5-carbonitrile